3-[4-(oxacyclohexan-4-yl)phenyl]propionic acid O1CCC(CC1)C1=CC=C(C=C1)CCC(=O)O